NC=1N=C(N(C1)CC(=O)N)C(=O)OCC ethyl 4-amino-1-(2-amino-2-oxoethyl)-1H-imidazole-2-carboxylate